((1H-imidazol-1-yl)methyl)-5-bromopyridine N1(C=NC=C1)CC1=NC=C(C=C1)Br